6-[1-(5,6,7,8-Tetrahydro-3,5,5,8,8-pentamethyl-2-naphthalenyl)cyclopropyl]-3-pyridinecarboxylic acid CC=1C(=CC=2C(CCC(C2C1)(C)C)(C)C)C1(CC1)C1=CC=C(C=N1)C(=O)O